2-((5-bromo-2-ethyl-7-fluoro-2H-indazol-3-yl)(ethyl)amino)-4-(4-fluorophenyl)thiazole-5-carbonitrile BrC1=CC2=C(N(N=C2C(=C1)F)CC)N(C=1SC(=C(N1)C1=CC=C(C=C1)F)C#N)CC